C(=O)(O)C=1C=C(C=C(C(=O)OC)C#N)C=CC1C(=O)O methyl 3,4-dicarboxy-α-cyanocinnamate